FC1(CCC(CC1)(O)CNC(=O)C=1C=C(N2C=CC=C(C12)C(F)(F)F)CCOC)F 3-(2-Methoxy-ethyl)-8-trifluoromethyl-indolizine-1-carboxylic acid (4,4-difluoro-1-hydroxycyclohexylmethyl)-amide